N-(6-carbamimidoylpyridin-3-yl)acetamide C(N)(=N)C1=CC=C(C=N1)NC(C)=O